(S)-4-amino-N-(3-(1-amino-2-methoxyethyl)phenyl)-1-((S)-2-chloro-4-methoxy-6-methylphenyl)-6-oxo-1,6-dihydropyrimidine-5-carboxamide NC=1N=CN(C(C1C(=O)NC1=CC(=CC=C1)[C@@H](COC)N)=O)C1=C(C=C(C=C1C)OC)Cl